C1(=CC=CC=C1)C1CNCCC1 3-phenyl-piperidin